silicon-gold-silver [Ag].[Au].[Si]